methyl (S)-3-(3-bromo-5-(tert-butyl)phenyl)-4-(6-((5,6,7,8-tetrahydro-1,8-naphthyridin-2-yl)methyl)-2,6-diazaspiro[3.4]octan-2-yl)butanoate BrC=1C=C(C=C(C1)C(C)(C)C)[C@H](CC(=O)OC)CN1CC2(C1)CN(CC2)CC2=NC=1NCCCC1C=C2